NCC(=O)[O-].[Zn+2].NCC(=O)[O-] zinc glycinate